racemic-1,1-Dimethylethyl [(1S,2R)-2-(hydroxymethyl)cyclopentyl]carbamate OC[C@H]1[C@H](CCC1)NC(OC(C)(C)C)=O |r|